3,5-dichloro-4-((4-methyl-2-(6-bromopyridin-3-yl)quinolin-6-yl)oxy)benzene ClC=1C=CC=C(C1OC=1C=C2C(=CC(=NC2=CC1)C=1C=NC(=CC1)Br)C)Cl